N-((trans)-3-cyanoaminocyclobutyl)-5-phenylthiazole-2-carboxamide C(#N)N[C@@H]1C[C@H](C1)NC(=O)C=1SC(=CN1)C1=CC=CC=C1